[2-[[1,3-benzothiazol-2-yl(hexyl)hydrazono]methyl]-4-(4-ethylcyclohexanecarbonyl)oxy-phenyl] 4-(10-prop-2-enoyloxydecoxy)benzoate C(C=C)(=O)OCCCCCCCCCCOC1=CC=C(C(=O)OC2=C(C=C(C=C2)OC(=O)C2CCC(CC2)CC)C=NN(CCCCCC)C=2SC3=C(N2)C=CC=C3)C=C1